(3S,7aR,9S,11aR)-3-isopropyl-9-[[1-(2-methoxyacetyl)azetidin-3-yl]-[[4-(trifluoromethyl)phenyl]methyl]amino]-3,6,7,7a,8,9,10,11-octahydro-2H-oxazolo[2,3-j]quinolin-5-one C(C)(C)[C@H]1CO[C@@]23CC[C@@H](C[C@H]3CCC(N21)=O)N(CC2=CC=C(C=C2)C(F)(F)F)C2CN(C2)C(COC)=O